C1=NC2=C(N1)C(=NC=N2)NCO N6-hydroxymethyl-adenine